[N+](=O)([O-])C(CC(=O)[O-])CCCCC(=O)[O-] 3-nitro-suberate